ClC1=C(C(=NN1C)C1=NOC(=C1)C(C)C)C(=O)N1CC2(CCC1)CCN(CC2)CCC(C)(C)C (5-Chloro-3-(5-isopropylisoxazol-3-yl)-1-methyl-1H-pyrazol-4-yl)(9-(3,3-dimethylbutyl)-2,9-diazaspiro[5.5]undecan-2-yl)methanone